CN1CCN(CC1)C1=CC=C(C=N1)NC=1C=NN(C1)C1=CC=C(C=C1)[N+](=O)[O-] 6-(4-Methylpiperazin-1-yl)-N-[1-(4-nitrophenyl)pyrazol-4-yl]pyridin-3-amine